ClC=1C=C(C=CC1OC)C1=NOC(=C1)NC1=NC(=NC=C1)Cl 3-(3-chloro-4-methoxyphenyl)-N-(2-chloropyrimidin-4-yl)isoxazol-5-amine